9-(adamantan-1-yl)-2-bromo-9,10-dihydrophenanthren-9-ol C12(CC3CC(CC(C1)C3)C2)C2(C3=CC=CC=C3C=3C=CC(=CC3C2)Br)O